6-chloro-7-methoxy-4-(1-methyl-3-(pyridin-2-yl)-1H-pyrazol-4-yl)pyrido[3,2-d]pyrimidine ClC=1C(=CC=2N=CN=C(C2N1)C=1C(=NN(C1)C)C1=NC=CC=C1)OC